C(#CC)N1C=CC2=CC(=C(C=C12)Cl)Cl 1-propynyl-5,6-dichloroindole